B(OCC=C(C)C)OBOCC=C(C)C diprenyl diboronate